C[N+]1=CC=C(C=C1)C2=CC=[N+](C=C2)C.COS(=O)(=O)[O-].COS(=O)(=O)[O-] 1,1'-Dimethyl-4,4'-bipyridinium bis(methyl sulfate)